O[C@@]1(CC[C@@H]2[C@H]3CC[C@@]4(C(CC[C@H]4[C@@H]3CC[C@@H]2C1)=O)C)C (3R,5R,8R,9R,10S,13S,14S)-3-hydroxy-3,13-dimethyltetradecahydro-1H-cyclopenta[a]phenanthren-17(2H)-one